C[Si](OCC)(OCC)C dimethyl-diethyl-Oxysilane